CC1=CC(=CC(=N1)CCC(NCCOCCOCCOCCOCCOCCOCCOCCOCCC(=O)O)=O)C=C 1-(6-methyl-4-vinylpyridin-2-yl)-3-oxo-7,10,13,16,19,22,25,28-octaoxa-4-azahentriacontan-31-oic acid